butyl (2-(3,5-dichloro-4-((1-isopropyl-5-methyl-6-oxo-1,6-dihydropyridin-3-yl)oxy)phenyl)-3,5-dioxo-2,3,4,5-tetrahydro-1,2,4-triazin-6-yl)carbamate ClC=1C=C(C=C(C1OC1=CN(C(C(=C1)C)=O)C(C)C)Cl)N1N=C(C(NC1=O)=O)NC(OCCCC)=O